C1(CC1)C=1C(=NSC1C(=O)NC1=CC(=NC=C1)C)C1=CC=CC=C1 4-cyclopropyl-N-(2-methylpyridin-4-yl)-3-phenylisothiazole-5-carboxamide